1-(6-((4-(4-amino-3-(4-phenoxyphenyl)-1H-pyrazolo[3,4-d]pyrimidin-1-yl)piperidin-1-yl)methyl)pyridazin-4-yl)dihydropyrimidine-2,4(1H,3H)-dione NC1=C2C(=NC=N1)N(N=C2C2=CC=C(C=C2)OC2=CC=CC=C2)C2CCN(CC2)CC2=CC(=CN=N2)N2C(NC(CC2)=O)=O